C(CCCCCCCCCCCCC)N1C(=C(C(C=C1)=O)OC1OCCCC1)C(C)=O N-tetradecyl-2-acetyl-3-tetrahydropyranyloxypyridin-4-one